C(CCCCCC)OC1=CC=C(C=C1)C(CCC(=O)O)=O 4-[4-(heptyloxy)phenyl]-4-oxobutanoic acid